S1C=NC2=C1C=C(C=C2)C2=CC=NC(N2C2CC(OC1=C2C=CC=C1)(C)C)C 6-(1,3-benzothiazol-6-yl)-N-(2,2-dimethyl-3,4-dihydro-2H-1-benzopyran-4-yl)-2-methylpyrimidin